N-octadecyl-2-(3,4-dihydroxyphenyl)-3,7-dihydroxyquinolin-4-one C(CCCCCCCCCCCCCCCCC)N1C(=C(C(C2=CC=C(C=C12)O)=O)O)C1=CC(=C(C=C1)O)O